ClC1=NC(=NC=C1C(F)(F)F)NC1=C(C=C(C=C1)N1C[C@@H](N(CC1)C(=O)OC(C)(C)C)C)CC tert-butyl (S)-4-(4-((4-chloro-5-(trifluoromethyl)pyrimidin-2-yl)amino)-3-ethylphenyl)-2-methylpiperazine-1-carboxylate